N[C@H](C(=O)NC1=CC=C(C=C1)COC1=C(C=CC=C1)Br)CCCCN(C)C (S)-2-amino-N-(4-((2-bromophenoxy)methyl)phenyl)-6-(dimethylamino)hexanamide